6-(hydroxymethyl)-N-[2-(3-hydroxy-3-methyl-butyl)-7-methoxy-imidazo[1,2-a]pyridin-6-yl]pyridine-2-carboxamide OCC1=CC=CC(=N1)C(=O)NC=1C(=CC=2N(C1)C=C(N2)CCC(C)(C)O)OC